C12CCC(CC1)N2C2=C(N=CC=1N2N=C(N1)NC1CCN(CC1)S(=O)(=O)C)C=1C=NNC1 5-(7-azabicyclo[2.2.1]hept-7-yl)-N-(1-(methylsulfonyl)piperidin-4-yl)-6-(1H-pyrazol-4-yl)-[1,2,4]triazolo[1,5-a]pyrazin-2-amine